CC=1C=CC(C(N1)=O)=O 6-methyl-pyridine-2,3-dione